FC(C1=NN=C(O1)C1=CC(=C(C=C1)CN(S(=O)(=O)C=C)C1=CC=CC=C1)F)F N-[[4-[5-(difluoromethyl)-1,3,4-oxadiazol-2-yl]-2-fluoro-phenyl]methyl]-N-phenyl-ethenesulfonamide